3-fluoro-N-[trans-4-(2-hydroxypropan-2-yl)cyclohexyl]-4-(6-methylfuro[3,2-c]pyridin-4-yl)benzamide FC=1C=C(C(=O)N[C@@H]2CC[C@H](CC2)C(C)(C)O)C=CC1C1=NC(=CC2=C1C=CO2)C